ClC=1C=C(C=CC1)NC(=O)N[C@@H](CO)C1=CC(=NC=C1)OC(F)F |o1:11| rel-1-(3-chlorophenyl)-3-[(1R)-1-[2-(difluoro-methoxy)pyridin-4-yl]-2-hydroxy-ethyl]urea